2-[(4-{6-[(4-Cyano-2-fluorobenzyl)oxy]pyridin-2-yl}piperidin-1-yl)methyl]-1-[(1-ethyl-1H-1,2,3-triazol-5-yl)methyl]-1H-benzimidazol C(#N)C1=CC(=C(COC2=CC=CC(=N2)C2CCN(CC2)CC2=NC3=C(N2CC2=CN=NN2CC)C=CC=C3)C=C1)F